3-(3-Chloro-1H-pyrrolo[2,3-b]pyridin-2-yl)-1-(tetrahydro-2H-pyran-4-yl)-1H-pyrazolo[3,4-d]pyrimidin-4-amine ClC1=C(NC2=NC=CC=C21)C2=NN(C1=NC=NC(=C12)N)C1CCOCC1